ClC1=NN=C(C2=C(C=CC=C12)Cl)Cl 1,4,5-Trichlorophthalazine